N-(3-chloro-5-(methylsulfonamido)phenyl)-4-(3,4-dimethyl-2,5-dioxo-4-(pyridin-2-yl)imidazolidin-1-yl)-5-methylthiophene-2-carboxamide ClC=1C=C(C=C(C1)NS(=O)(=O)C)NC(=O)C=1SC(=C(C1)N1C(N(C(C1=O)(C1=NC=CC=C1)C)C)=O)C